OCCCNC1=CC=CC=2C(C3=C(C=CC=C3C(C12)=O)NCCCO)=O 1,5-bis-(3-hydroxy-propylamino)-anthraquinone